N-t-butyl-2-benzothiophenesulfenamide C(C)(C)(C)NSC=1SC2=C(C1)C=CC=C2